[Ru](Cl)Cl.CC1=C(C(=CC(=C1)C)C)C(CCCCCCC(=CC1C(C=CC=C1)=C1NCCN1)C1=C(C=C(C=C1C)C)C)P(CCCCCCCC)CCCCCCCC bis(2,4,6-trimethylphenyl)-2-(imidazolidinylidene)(benzylidene)(trioctylphosphine) ruthenium dichloride